2,3-dibromo-4,5-dihydroxybenzophenone BrC1=C(C(=O)C2=CC=CC=C2)C=C(C(=C1Br)O)O